perfluorooctyl-decane FC(C(C(C(C(C(C(C(C(C(F)(F)F)(F)F)(F)F)(F)F)(F)F)(F)F)(F)F)(F)F)(F)F)(C(C(C(C(C(C(C(C(F)(F)F)(F)F)(F)F)(F)F)(F)F)(F)F)(F)F)(F)F)F